(S)-1-(3-(8-amino-5-chloro-1-((3,5-difluoro-2,6-dimethoxypyridin-4-yl)ethynyl)imidazo[1,5-a]pyrazin-3-yl)pyrrolidin-1-yl)prop-2-en-1-one NC=1C=2N(C(=CN1)Cl)C(=NC2C#CC2=C(C(=NC(=C2F)OC)OC)F)[C@@H]2CN(CC2)C(C=C)=O